Cl.CC=1NC=CC(C1)=O 2-methylpyridin-4(1H)-one hydrochloride